(1r,4r)-4-(((2-((2,2'-dichloro-3'-(5-formyl-6-methoxypyridin-2-yl)-[1,1'-biphenyl]-3-yl)amino)-3-fluoropyridin-4-yl)methyl)amino)cyclohexanecarboxylic acid ClC1=C(C=CC=C1NC1=NC=CC(=C1F)CNC1CCC(CC1)C(=O)O)C1=C(C(=CC=C1)C1=NC(=C(C=C1)C=O)OC)Cl